N,N,N-Trimethyl-N-2-hydroxypropylammonium hydroxid [OH-].C[N+](CC(C)O)(C)C